4-methoxy-3-methyl-2-(4-(trifluoromethyl)phenyl)quinoline-7-carboxylic acid COC1=C(C(=NC2=CC(=CC=C12)C(=O)O)C1=CC=C(C=C1)C(F)(F)F)C